2-(2,5-dimethylpyrrol-1-yl)-3-methyl-6-(3-pyridyloxy)benzimidazole-4-carbonitrile CC=1N(C(=CC1)C)C=1N(C2=C(N1)C=C(C=C2C#N)OC=2C=NC=CC2)C